6-(2,6-difluorophenyl)-3-fluoro-5-methoxypyridinecarboxaldehyde FC1=C(C(=CC=C1)F)C1=C(C=C(C(=N1)C=O)F)OC